N-(4-((4-(2,4-difluorobenzyloxy)-3-bromo-6-methyl-2-oxopyridin-1(2H)-yl)methyl)benzyl)-2-hydroxyacetamide FC1=C(COC2=C(C(N(C(=C2)C)CC2=CC=C(CNC(CO)=O)C=C2)=O)Br)C=CC(=C1)F